2-(4-bromo-2,6-dimethyl-phenyl)-5-morpholino-3,3a,6,7a-tetrahydro-1H-triazolo[4,5-d]pyrimidin-7-one BrC1=CC(=C(C(=C1)C)N1NC2C(N=C(NC2=O)N2CCOCC2)N1)C